CC1=CC=CC(C1)C(C)C Methyl-5-(1-methylethyl)-1,3-cyclohexadiene